C12N(CC(NC1)C2)CC=2C=C1CN(C(C1=CC2)=O)C2CNCCC2 3-(5-((2,5-diazabicyclo[2.2.1]heptane-2-yl)methyl)-1-oxoisoindoline-2-yl)piperidine